1-{4-[(3-benzoylphenyl)sulfamoyl]phenyl}-3-(pyridin-3-ylmethyl)urea C(C1=CC=CC=C1)(=O)C=1C=C(C=CC1)NS(=O)(=O)C1=CC=C(C=C1)NC(=O)NCC=1C=NC=CC1